N-[6-(difluoromethyl)-2-pyridinyl]-2-[1-[2-[2-[4-(2,6-dioxo-3-piperidinyl)phenyl]-2-azaspiro[3.3]hept-6-yl]acetyl]-4-piperidinyl]-7-isopropoxy-imidazo[1,2-a]pyridine-6-carboxamide FC(C1=CC=CC(=N1)NC(=O)C=1C(=CC=2N(C1)C=C(N2)C2CCN(CC2)C(CC2CC1(CN(C1)C1=CC=C(C=C1)C1C(NC(CC1)=O)=O)C2)=O)OC(C)C)F